ClC=1C(=CC2=C(N(C(CO2)=O)C)C1)F 6-Chloro-7-fluoro-4-methyl-2,4-dihydro-1,4-benzoxazin-3-one